BrC1=C(C=2C=3C(=C(C=C4C=C(C(=C(C5=C(C(=CC(=C1)C52)Br)OC)C43)OC)Br)Br)OC)OC 2,5,8,11-tetrabromo-1,6,7,12-tetramethoxyperylene